COC=1C=C(\C=N\NC(=O)C2=NC(=CN=C2)CC)C=C(C1)OC (E)-N'-(3,5-dimethoxybenzylidene)-6-ethylpyrazine-2-carbohydrazide